ClCCN1CN(C2=C1C=CC=C2)C 1-(2-chloroethyl)-3-methylbenzimidazole